C1N(CC12COCC2)C2=NC(=NC=C2)C2=CN=C1N2C=C(N=C1)C(=O)N 3-(4-(6-Oxa-2-azaspiro[3.4]octan-2-yl)pyrimidin-2-yl)imidazo[1,2-a]pyrazine-6-carboxamide